ClC1=C(C=NC2=NC(=CC=C12)C=1C=C(C=2N(N1)C=C(N2)C)C)N2C[C@@H](N([C@H](C2)C)C(=O)OC(C)(C)C)C tert-butyl (2S,6S)-4-(4-chloro-7-{2,8-dimethylimidazo[1,2-b]pyridazin-6-yl}-1,8-naphthyridin-3-yl)-2,6-dimethylpiperazine-1-carboxylate